C(C)(C)(C)OC(N(CC=1N(C=C(N1)C1=NC=CC=C1)C)C1=CC(=NC=2N1N=CC2C2CC2)Cl)=O (5-chloro-3-cyclopropylpyrazolo[1,5-a]pyrimidin-7-yl)((1-methyl-4-(pyridin-2-yl)-1H-imidazol-2-yl)methyl)carbamic acid tert-butyl ester